tert-butyl 4-(propylamino)piperidine-1-carboxylate C(CC)NC1CCN(CC1)C(=O)OC(C)(C)C